hydroxymethyl-phenyl-phosphinic acid iron [Fe].OCP(O)(=O)C1=CC=CC=C1